ClC=1C(=C(C(=C(C(=O)OC)C1)C)O)O Methyl 5-Chloro-3,4-Dihydroxy-2-Methylbenzoate